pyrrolidin-3-yl-(4-(quinolin-4-yl)piperazin-1-yl)methanone N1CC(CC1)C(=O)N1CCN(CC1)C1=CC=NC2=CC=CC=C12